ClC=1C(=C(C=O)C=C(C1)C1=NC(=CC=C1N[C@H](C)C=1C=C(C=C2C(C(=C(OC12)N1CCC(CC1)(C)C)C)=O)C)Cl)O 3-chloro-5-[6-chloro-3-[[(1R)-1-[2-(4,4-dimethyl-1-piperidyl)-3,6-dimethyl-4-oxo-chromen-8-yl]ethyl]amino]-2-pyridyl]-2-hydroxy-benzaldehyde